N,N'-dimethylvinylurea CN(C(=O)NC)C=C